2-(2,6-dioxo-3-piperidyl)-5-[4-[[3-[[(2S)-2-methylpiperazin-1-yl]methyl]azetidin-1-yl]methyl]-1-piperidyl]isoindoline-1,3-dione O=C1NC(CCC1N1C(C2=CC=C(C=C2C1=O)N1CCC(CC1)CN1CC(C1)CN1[C@H](CNCC1)C)=O)=O